N1C(COCC1)CCCS(=O)(=O)O 3-Morpholinpropanesulfonic acid